4-(6-((4-carbamoyl-2-fluorobenzyl)oxy)pyridin-2-yl)piperidine-1-carboxylic acid tert-butyl ester C(C)(C)(C)OC(=O)N1CCC(CC1)C1=NC(=CC=C1)OCC1=C(C=C(C=C1)C(N)=O)F